C1(CCCCC1)NC(CCN1CC(CCC1)C=O)=O N-CYCLOHEXYL-3-(3-FORMYLPIPERIDIN-1-YL)PROPANAMIDE